[N+](=O)([O-])C1=CC=C(C=C1)C(C(=O)C1=CC=CC=C1)Cl (4-nitrophenyl)-2-chloroacetophenone